C(CCC)N1S(C2=C(C1)C=CC=C2)=O 2-butyl-1,2-benzisothiazolinone